tetracosyl-eicosane C(CCCCCCCCCCCCCCCCCCCCCCC)CCCCCCCCCCCCCCCCCCCC